FC(C1=NC=CC(=C1)SCC1=NC2=C(N1)C=CC(=C2)N)(F)F 2-(((2-(trifluoromethyl)pyridin-4-yl)thio)methyl)-1H-benzo[d]imidazol-5-amine